C(C1=CC=CC=C1)OC(CCC(C(=O)O)C(=O)OC(C)(C)C)=O 5-(benzyloxy)-2-(tert-butoxycarbonyl)-5-oxopentanoic acid